FC(OCC[C@H]1N(C[C@H](C1)OC1=CC=C(C=C1)C(F)(F)F)C1=CC=C(C(=O)OC)C=C1)F methyl 4-((2R,4S)-2-(2-(difluoromethoxy)ethyl)-4-(4-(trifluoromethyl)phenoxy)pyrrolidin-1-yl)benzoate